((2-(4-cyclobutyl-2-methoxyphenyl)-1,6-naphthyridin-7-yl)methyl)carbamic acid tert-butyl ester C(C)(C)(C)OC(NCC1=NC=C2C=CC(=NC2=C1)C1=C(C=C(C=C1)C1CCC1)OC)=O